[4-(4-fluorophenyl)phenyl]boronic acid FC1=CC=C(C=C1)C1=CC=C(C=C1)B(O)O